6-cyclobutoxy-2-((1S,4S)-1-methyl-2-oxabicyclo[2.2.1]heptan-4-yl)-N-(pyrazolo[1,5-a]pyrimidin-3-yl)-2H-indazole-5-carboxamide C1(CCC1)OC=1C(=CC2=CN(N=C2C1)[C@@]12CO[C@@](CC1)(C2)C)C(=O)NC=2C=NN1C2N=CC=C1